BrC1=CC(=C2CN(CC2=C1)C(=O)OC(C)(C)C)F tert-butyl 6-bromo-4-fluoroisoindoline-2-carboxylate